N-morpholino(3-nitro-7,8-dihydro-1,6-naphthyridin-6(5H)-yl)methanone O1CCN(CC1)N1CC(=CC=2CN(CCC12)C=O)[N+](=O)[O-]